(2S,3S,4S,5R)-4-[[3-(3,4-Difluoro-2-methoxy-phenyl)-4-ethyl-5-methyl-5-(trifluoromethyl)tetrahydrofuran-2-carbonyl]amino]pyridin-2-carboxamid FC=1C(=C(C=CC1F)[C@H]1[C@H](O[C@]([C@H]1CC)(C(F)(F)F)C)C(=O)NC1=CC(=NC=C1)C(=O)N)OC